ClC1=NC=C(C(=N1)N[C@H](CO)C1=CC=CC=C1)C(=O)NN (S)-2-chloro-4-(2-hydroxy-1-phenylethylamino)pyrimidine-5-carbohydrazide